(2-Formyl-cyclopropyl)carbamic acid tert-butyl ester C(C)(C)(C)OC(NC1C(C1)C=O)=O